C(C)(C)(C)OC(N(C=1C=C(C=CC1)C)CC1=NC=CC=C1)=O (pyridin-2-ylmethyl)(m-tolyl)carbamic acid tert-butyl ester